1-(4-cyano-3-cyclopentylphenyl)-3-(1,1-dioxidobenzo[b]thiophen-6-yl)urea C(#N)C1=C(C=C(C=C1)NC(=O)NC=1C=CC2=C(S(C=C2)(=O)=O)C1)C1CCCC1